CC(C(C=CC)=O)=C(C(C)C)C 5,6,7-trimethyl-octa-2,5-dien-4-one